1-benzyl-N-(4-(ethylsulfonyl)benzyl)-2-methyl-1H-benzo[d]imidazole-5-carboxamide C(C1=CC=CC=C1)N1C(=NC2=C1C=CC(=C2)C(=O)NCC2=CC=C(C=C2)S(=O)(=O)CC)C